CC1=CC=C(C=C1)SC1=CC=C(C=C1)C(=O)C1=CC=CC=C1 [4-(4-methylphenylthio)phenyl]-phenylmethanone